NC1=NC=NN2C1=C(C=C2C2=CC(=C(C=C2)C(N)=O)F)N2C[C@@H](CCC2)NC(=O)C2=C(N=C(S2)C)OC2CCC(CC2)NC(C)C N-((R)-1-(4-Amino-7-(4-carbamoyl-3-fluorophenyl)pyrrolo[2,1-f][1,2,4]triazin-5-yl)piperidin-3-yl)-4-(((1s,4S)-4-(isopropylamino)cyclohexyl)oxy)-2-methylthiazole-5-carboxamide